tert-butyl (2R,5S)-4-(2-(chloromethyl)-4-methyl-5-oxo-4,5-dihydrothiazolo[5,4-b]pyridin-7-yl)-2,5-dimethylpiperazine-1-carboxylate ClCC=1SC=2N(C(C=C(C2N1)N1C[C@H](N(C[C@@H]1C)C(=O)OC(C)(C)C)C)=O)C